4-[4-(ethylamino)-2,2-dimethyl-1-piperidyl]-N-(6-methoxy-2-methyl-indazol-5-yl)-2-methyl-indazole-7-carboxamide C(C)NC1CC(N(CC1)C=1C2=CN(N=C2C(=CC1)C(=O)NC1=CC2=CN(N=C2C=C1OC)C)C)(C)C